(1R,2S,5S)-5-(([1,2,4]Triazolo[1,5-a]pyridin-8-ylmethyl)amino)-2-(((7-fluoroquinolin-6-yl)methyl)amino)cyclohexan-1-ol N=1C=NN2C1C(=CC=C2)CN[C@H]2CC[C@@H]([C@@H](C2)O)NCC=2C=C1C=CC=NC1=CC2F